N-(4-((5-(2-aminopyridin-3-yl)isoxazol-3-yl)methyl)benzyl)-1H-pyrrolo[2,3-b]pyridin-5-amine NC1=NC=CC=C1C1=CC(=NO1)CC1=CC=C(CNC=2C=C3C(=NC2)NC=C3)C=C1